ClC1=C2C(CC3(CC4(OCCO4)CCC3)C2=CC=C1)=O 4-chlorodispiro[indene-1,1'-cyclohexane-3',2''-[1,3]dioxolan]-3(2H)-one